[Si](C)(C)(C(C)(C)C)OC1=C(CN2CC(C2)C2=CC(=C(C#N)C=C2OC)OC)C=CC=C1 4-(1-(2-(tert-Butyldimethylsilyloxy)benzyl)azetidin-3-yl)-2,5-dimethoxybenzonitrile